tert-butyl (S)-2-[6-chloro-2-(1-ethyl-1H-pyrazole-4-carbonyl)-1,2,3,4-tetrahydro-isoquinolin-8-yl]pyrrolidine-1-carboxylate ClC=1C=C2CCN(CC2=C(C1)[C@H]1N(CCC1)C(=O)OC(C)(C)C)C(=O)C=1C=NN(C1)CC